4-(4-hydroxytetrahydro-2H-pyran-4-yl)-1H-1,2,3-triazol OC1(CCOCC1)C=1N=NNC1